N2-[3-(3,8-diazabicyclo[3.2.1]octan-3-ylmethyl)phenyl]-N4-[2-(6-methyl-2-pyridyl)pyrimidin-4-yl]pyrimidine-2,4-diamine C12CN(CC(CC1)N2)CC=2C=C(C=CC2)NC2=NC=CC(=N2)NC2=NC(=NC=C2)C2=NC(=CC=C2)C